Dibenzyl-toluene Chlorine [Cl].C(C1=CC=CC=C1)C(C1=CC=CC=C1)CC1=CC=CC=C1